(1R,4s)-4-(8-(2,4-dichloro-6-fluorophenylamino)-2-((1S,3R)-3-hydroxycyclohexylamino)-9H-purin-9-yl)cyclohexanecarboxamide ClC1=C(C(=CC(=C1)Cl)F)NC=1N(C2=NC(=NC=C2N1)N[C@@H]1C[C@@H](CCC1)O)C1CCC(CC1)C(=O)N